[Mo].C=CC=C.C=CC=C.C=CC=C tri(butadiene) molybdenum